C(C)C1=CC=2C(N(CC3(C2O1)CC3)CC(=O)NC3=NC=CC=N3)=O 2-(2'-Ethyl-4'-oxo-4'H-spiro[cyclopropane-1,7'-furo[3,2-c]pyridin]-5'(6'H)-yl)-N-(pyrimidin-2-yl)acetamide